ClC=1N=C(C2=C(N1)C(=C(N=C2)Cl)F)N([C@H]2CN(C[C@H]2F)C(=O)OC(C)(C)C)C tert-butyl (3s,4r)-3-((2,7-dichloro-8-fluoropyrido[4,3-d]pyrimidin-4-yl) (methyl) amino)-4-fluoropyrrolidine-1-carboxylate